C(C)(C)(C)OC(=O)N(C(OC(C)(C)C)=O)CC=1C(N(N=CC1Cl)CC(=O)NC1=CC(=C(C=C1)C)S(N(C)C)(=O)=O)=O tert-butyl N-tert-butoxycarbonyl-N-[[5-chloro-2-[2-[3-(dimethylsulfamoyl)-4-methyl-anilino]-2-oxo-ethyl]-3-oxo-pyridazin-4-yl]methyl]carbamate